ClC1=CC=C(C[C@@H]2CC[C@]([C@@]2(O)CN2N=CN=C2)(C)CCl)C=C1 (1R,2S,5S)-5-(4-chlorobenzyl)-2-chloromethyl-2-methyl-1-(1H-1,2,4-triazol-1-ylmethyl)cyclopentanol